bis(3-(3,5-dimethylphenyl)indolyl)chlorophosphine CC=1C=C(C=C(C1)C)C1=C(NC2=CC=CC=C12)P(Cl)C=1NC2=CC=CC=C2C1C1=CC(=CC(=C1)C)C